FC1=C2C(OC3(C2=C(C(=C1F)F)F)C1=C([Si](C2=C3C=CC(=C2)NC(OC(C)(C)C)=O)(C)C)C=C(C=C1)NC(OC(C)(C)C)=O)=O di-tert-butyl (4',5',6',7'-tetrafluoro-5,5-dimethyl-3'-oxo-3'H,5H-spiro[dibenzo[b,e]siline-10,1'-isobenzofuran]-3,7-diyl)dicarbamate